C(C)(C)(C)C=1C(=CC(=C(C1)C(C)(C)C)O)C 4,6-di-tert-butyl-m-cresol